ClC1=C(OC2CN(C2)[C@H]2[C@@H](CCC2)OC=2C=C3CN(C(C3=CC2)=O)C2C(NC(CC2)=O)=O)C=CC=C1 3-(5-(((1R,2R)-2-(3-(2-chlorophenoxy)azetidin-1-yl)cyclopentyl)oxy)-1-oxoisoindolin-2-yl)piperidine-2,6-dione